3-(ethylidenemethyleneamino)-N,N-dimethylpropane-1-amine hydrochloride Cl.C(C)=C=NCCCN(C)C